5-(2-(4-(5-chloro-2-(4-chloro-1H-1,2,3-triazol-1-yl)phenyl)-5-methoxy-2-oxopyridin-1(2H)-yl)-2-fluoroacetamido)-1-methyl-1H-indole-2-carboxylic acid ClC=1C=CC(=C(C1)C1=CC(N(C=C1OC)C(C(=O)NC=1C=C2C=C(N(C2=CC1)C)C(=O)O)F)=O)N1N=NC(=C1)Cl